4-(2-cyclobutyl-1,2,3,4-tetrahydroisoquinolin-7-yl)-1H-1,2,3-triazol C1(CCC1)N1CC2=CC(=CC=C2CC1)C=1N=NNC1